N-(5-methylpyrazin-2-yl)benzamide CC=1N=CC(=NC1)NC(C1=CC=CC=C1)=O